CC1=C(CNC=2C=C3C(=NC2)NC(=C3)C(=O)O)C=C(C=C1)NC(C1=CC(=C(C=C1)CN1CCN(CC1)C)C(F)(F)F)=O 5-{2-methyl-5-[4-(4-methyl-piperazin-1-ylmethyl)-3-trifluoromethyl-benzoylamino]-benzylamino}-1H-pyrrolo[2,3-b]pyridine-2-carboxylic acid